tert-butyl (1-((S)-1-((1R,2S)-2-(((S)-2,2-dimethylchroman-4-yl)carbamoyl)cyclopropyl)-3-methoxypropyl)-4,4-diethyl-6-oxotetrahydropyrimidin-2(1H)-ylidene)carbamate CC1(OC2=CC=CC=C2[C@H](C1)NC(=O)[C@@H]1[C@@H](C1)[C@H](CCOC)N1C(NC(CC1=O)(CC)CC)=NC(OC(C)(C)C)=O)C